O=C1N(C(C2=CC=CC=C12)=O)[C@@]1([C@@H](C1)C1=CC(=C(C=C1)Cl)C#N)C(=O)O.BrC1=CC=C(S1)C(=O)NCC1=C(C=C(C=C1)OC)OC 5-bromo-N-(2,4-dimethoxybenzyl)thiophene-2-carboxamide 1,3-dioxoisoindolin-2-yl-(1S,2S)-2-(4-chloro-3-cyanophenyl)cyclopropane-1-carboxylate